Undecane-1-carboxylic acid tert-butyl ester C(C)(C)(C)OC(=O)CCCCCCCCCCC